N1(CCC1)C1=CC(=C(C=N1)N1C=C(C(C2=CC(=C(N=C12)Cl)Cl)=O)C(=O)OCC)C ethyl 1-[6-(azetidin-1-yl)-4-methylpyridin-3-yl]-6,7-dichloro-4-oxo-1,4-dihydro-1,8-naphthyridine-3-carboxylate